CO[Si](OC)(OC)C(CN)(N(CCC)CCCC)[Si](OC)(OC)OC bis(trimethoxysilyl)-N-butyl-N-propyl-ethane-1,2-diamine